tert-butyl N-[[4-[1-(2-amino-2-oxo-ethyl)pyrazol-4-yl]-1-[4-(trifluoromethoxy)phenyl]pyrazolo[3,4-b]pyridin-3-yl]methyl]carbamate NC(CN1N=CC(=C1)C1=C2C(=NC=C1)N(N=C2CNC(OC(C)(C)C)=O)C2=CC=C(C=C2)OC(F)(F)F)=O